Arginyl L-(+)-Lactate C([C@@H](O)C)(=O)OC([C@@H](N)CCCNC(N)=N)=O